C(N)(=O)C1=CC(=NC2=C1N=CN=C2N[C@@H]2CN(CCC2)C(=O)OC(C)(C)C)C2=CC=C(C=C2)CN2CCOCC2 tert-butyl (3S)-3-([8-carbamoyl-6-[4-(morpholin-4-ylmethyl)phenyl]pyrido[3,2-d]pyrimidin-4-yl]amino)piperidine-1-carboxylate